3-bromo-5-chloro-4-(methylthio)pyridine BrC=1C=NC=C(C1SC)Cl